2,6-bis(2-chlorobutyl)phenol ClC(CC1=C(C(=CC=C1)CC(CC)Cl)O)CC